NC1=C(C(=O)O)C=CC(=C1)C(=O)O amino-terephthalic acid